tert-butyl (R)-3-(2,3-dichloro-6-fluorophenyl)-3-((7-fluoro-3-methyl-4-oxo-3,4-dihydroquinazolin-6-yl)amino)pyrrolidine-1-carboxylate ClC1=C(C(=CC=C1Cl)F)[C@]1(CN(CC1)C(=O)OC(C)(C)C)NC=1C=C2C(N(C=NC2=CC1F)C)=O